ClC1=CC=C(C(=O)OOC(C2=CC=C(C=C2)Cl)=O)C=C1 di-(p-chloro-benzoyl) peroxide